butyl-3-bromopropyl ether C(CCC)C(CCOCCC(CCCC)Br)Br